C(C=C)OC1=C(C=C(C(=C1)Cl)Cl)NSC(C)(C)C (2-(allyloxy)-4,5-dichlorophenyl)((S)-1,1-Dimethylethylsulfenamide)